ClC=1C2=CN(N=C2C=CC1C1=CNC=2N=C(N(C(C21)=O)C)N2[C@@H]1[C@H](C[C@H]2CC1)NC)C 5-(4-Chloro-2-methyl-2H-indazol-5-yl)-3-methyl-2-((1S,2S,4R)-2-(methylamino)-7-azabicyclo[2.2.1]heptan-7-yl)-3,7-dihydro-4H-pyrrolo[2,3-d]pyrimidin-4-one